2-[(S)-2-aminopropyl]-5-chloro-3-methyl-7-{[(4-pyridyl)methyl]amino}-1-oxa-4-azaindene N[C@H](CC=1OC2=C(C=C(N=C2C1C)Cl)NCC1=CC=NC=C1)C